C(C)(C)(C)OC(=O)N1N=C(C2=CC=C(C=C12)SC1=C(C=CC=C1)C(NC1CC1)=O)\C=C\C1=NC=C(C=C1)CCCN1CCCC1 6-[2-(Cyclopropylcarbamoyl)phenyl]sulfanyl-3-[(trans)-2-[5-(3-pyrrolidin-1-ylpropyl)-2-pyridyl]vinyl]indazole-1-carboxylic acid tert-butyl ester